methyl 2-[[2-[[2-chloro-3-[2-chloro-3-[(3-fluoro-4-formyl-5-methoxy-benzoyl)amino]phenyl]phenyl]carbamoyl]-4,5,6,7-tetrahydropyrazolo[1,5-a]pyridin-4-yl]amino]acetate ClC1=C(C=CC=C1C1=C(C(=CC=C1)NC(C1=CC(=C(C(=C1)OC)C=O)F)=O)Cl)NC(=O)C1=NN2C(C(CCC2)NCC(=O)OC)=C1